NC1=NC2=CC=C(C=C2C(=C1)CO[Si](C)(C)C(C)(C)C)C(=O)N(C1COCC2=C1C=CC(=C2)C(F)(F)F)C 2-amino-4-(((tert-butyldimethylsilyl)oxy)methyl)-N-methyl-N-(7-(trifluoromethyl)-3,4-dihydro-1H-2-benzopyran-4-yl)quinoline-6-carboxamide